1-(2,4-difluorophenyl)-3-(6-methoxypyridin-3-yl)-7-(trifluoromethyl)-2,3-dihydroquinazolin-4(1H)-one FC1=C(C=CC(=C1)F)N1CN(C(C2=CC=C(C=C12)C(F)(F)F)=O)C=1C=NC(=CC1)OC